BrCCCCC(=O)OCCC(CCCCCC)CCCCCC 3-hexylnonyl 5-bromopentanoate